C(C1=CC=CC=C1)N(CC(C(=O)OCC)(F)F)C1CCC1 ethyl 3-(benzyl (cyclobutyl) amino)-2,2-difluoropropionate